8-(4-methoxybenzyl)-5-methyl-2-(6-methylpyridin-2-yl)-7,8-dihydropteridin-6(5H)-one COC1=CC=C(CN2CC(N(C=3C=NC(=NC23)C2=NC(=CC=C2)C)C)=O)C=C1